2-ferrocenyl-5-(3-pyridyl)imidazo[4,5-b]pyridine [C-]1(C=CC=C1)C=1NC=2C(=NC(=CC2)C=2C=NC=CC2)N1.[CH-]1C=CC=C1.[Fe+2]